COCCO[C@@H]([C@H](CC)S(=O)(=O)N)CC=C (3S,4R)-4-(2-METHOXYETHOXY)HEPT-6-ENE-3-SULFONAMIDE